FC=1C=C(C=CC1OC)C=1C=C2C(=NC1)NC(N2CC2=C(C#N)C=CC=C2)=O 2-[[6-(3-fluoro-4-methoxy-phenyl)-2-oxo-3H-imidazo[4,5-b]pyridin-1-yl]methyl]benzonitrile